C(C1=CC=CC=C1)OC1=C(C=C(C=C1)F)Br 1-(benzyloxy)-2-bromo-4-fluorobenzene